C(C1=CC=CC=C1)N(CCCCCCC(=O)OCC)C ethyl 7-(benzyl(methyl)amino)heptanoate